C1(=CC=C2C=CC(=CC=C12)CO)CO 6-Azulenedimethanol